benzyl (isopropoxy(((1R,2S,4S,6R)-2-(methoxymethyl)-6-methyl-3-oxoquinuclidin-2-yl)methoxy)phosphoryl)-L-valinate C(C)(C)OP(=O)(OC[C@@]1(N2[C@@H](C[C@@H](C1=O)CC2)C)COC)N[C@@H](C(C)C)C(=O)OCC2=CC=CC=C2